FC1=C(C(=C2C=CNC2=C1F)S(=O)C)OC=1C=CC(=C(C1)C=1N(C=C(N1)C1(CCOC2=C(C=CC=C12)CCC(=O)O)C)C)F 3-[4-[2-[5-[(6,7-difluoro-4-methylsulfinyl-1H-indol-5-yl)oxy]-2-fluoro-phenyl]-1-methyl-imidazol-4-yl]-4-methyl-chroman-8-yl]propanoic acid